FC=1C=C2C(=CC=NC2=CC1F)N1CCNCC1 6,7-difluoro-4-(piperazin-1-yl)quinoline